C12(CC(C1)C2)C[C@@H](C(=O)O)NC(=O)C2=CC(=CC(=C2)Cl)Cl (2S)-3-{bicyclo[1.1.1]pentan-1-yl}-2-[(3,5-dichlorophenyl)formamido]propanoic acid